3-methoxypyridine-3-carboxamide COC1(CN=CC=C1)C(=O)N